1-(Cyclopropylmethyl)-4-(2-phenoxyethylamino)piperidine C1(CC1)CN1CCC(CC1)NCCOC1=CC=CC=C1